FC([C@H](O)C1=CC2=C(N(N=C2C=C1)C1=CC=CC=C1)NC(C1=C(C=C(C(=C1)C1=NC=CC=N1)C(F)(F)F)F)=O)F |o1:2| (R or S)-N-[5-(2,2-Difluoro-1-hydroxyethyl)-2-phenyl-2H-indazol-3-yl]-2-fluoro-5-pyrimidin-2-yl-4-(trifluoromethyl)benzamide